9-phenyl-10-(3',4,5'-triphenyl-[1,1':2',1''-terphenyl]-3-yl)anthracene C1(=CC=CC=C1)C=1C2=CC=CC=C2C(=C2C=CC=CC12)C=1C=C(C=CC1C1=CC=CC=C1)C=1C(=C(C=C(C1)C1=CC=CC=C1)C1=CC=CC=C1)C1=CC=CC=C1